benzene-pentacarboxylic acid C1(=C(C(=C(C(=C1)C(=O)O)C(=O)O)C(=O)O)C(=O)O)C(=O)O